N[C@@H](CCCCN)C(=O)OCCCCCCCC\C=C/CCCCCCCC oleyl lysinate